O[C@]1(C[C@@]23N4C(=C(C(C(=C14)C(=O)NCC1=C(C=C(C=C1F)F)F)=O)O)C(N(CCCC2)C3)=O)C (6aS,8S)-8,11-dihydroxy-8-methyl-1,10-dioxo-N-(2,4,6-trifluorobenzyl)-1,3,4,5,6,7,8,10-octahydro-2,6a-methano[1,4]diazonino[9,1,2-cd]indolizine-9-carboxamide